N-(3-Fluoro-4-((4-(trifluoromethyl)benzyl)amino)phenyl)heptanamid FC=1C=C(C=CC1NCC1=CC=C(C=C1)C(F)(F)F)NC(CCCCCC)=O